(3R,8S*)-N-(2-Bromo-3-fluoropyridin-4-yl)-11,11-difluoro-8-(fluoromethyl)-8-hydroxy-3-methyl-3,4,8,9,10,11-hexahydro-1H-pyrido[4',3':3,4]pyrazolo[1,5-a]azepine-2(7H)-carboxamide BrC1=NC=CC(=C1F)NC(=O)N1CC=2C(=NN3C2C(CC[C@@](C3)(O)CF)(F)F)C[C@H]1C |o1:21|